BrC1=C2C=NN(C2=CC(=C1CCO[Si](C)(C)C(C)(C)C)C)C1OCCCC1 4-Bromo-5-(2-((tert-butyldimethylsilyl)oxy)ethyl)-6-methyl-1-(tetrahydro-2H-pyran-2-yl)-1H-indazole